bis(terpyridine) zinc [Zn].N1=C(C=CC=C1)C1=NC=CC=C1C1=NC=CC=C1.N1=C(C=CC=C1)C1=NC=CC=C1C1=NC=CC=C1